CC1=C(N)C=CC=C1OC=1C=2N(C=C(N1)C=1C=NN(C1)C)N=CC2 2-methyl-3-((6-(1-methyl-1H-pyrazol-4-yl)pyrazolo[1,5-a]pyrazin-4-yl)oxy)aniline